C(C)C(COC)(COC)C1=CC=CC=C1 2-ethyl-2-phenyl-1,3-dimethoxypropane